CC1=CC=C(C(=O)N2CC3(C2)CC(C3)NC(NCC=3C=CC(=NC3)C(=O)N)=O)C=C1 5-((3-(2-(4-methylbenzoyl)-2-azaspiro[3.3]heptan-6-yl)ureido)methyl)picolinamide